2-(furan-2-ylmethyl)-3,3-bis(4-hydroxyphenyl)isoindolin-1-one O1C(=CC=C1)CN1C(C2=CC=CC=C2C1(C1=CC=C(C=C1)O)C1=CC=C(C=C1)O)=O